N-methyl-N-(2-(3-methyl-1-octanoyl-indolin-3-yl)ethyl)acetamide CN(C(C)=O)CCC1(CN(C2=CC=CC=C12)C(CCCCCCC)=O)C